[Sn]=O.[Zn].[In].[Tb] terbium indium zinc tin oxide